endo,exo-bicyclo[2.2.1]hept-5-ene C12CCC(C=C1)C2